COC1=C(C(=O)NCC(F)(F)F)C(=CC(=C1)N1C=NC2=C1C=CC(=C2)C2=CN=NC=C2)OC 2,6-dimethoxy-4-(5-pyridazin-4-ylbenzimidazol-1-yl)-N-(2,2,2-trifluoroethyl)benzamide